ethyl 5-bromo-3-hydroxy-7-methylquinoxaline-2-carboxylate BrC1=C2N=C(C(=NC2=CC(=C1)C)C(=O)OCC)O